C(C=C)(=O)N1C[C@@H](CCC1)C1=CN(C=2C(=NNC(C21)=O)N)C2=CC=C(C=C2)OC2=C(C(=CC=C2)F)F (S)-3-(1-acryloylpiperidin-3-yl)-7-amino-1-(4-(2,3-difluorophenoxy)phenyl)-1,5-dihydro-4H-pyrrolo[2,3-d]pyridazin-4-one